BrC1=C(SC(=C1)Br)C=O 3,5-dibromothiophene-2-carbaldehyde